4-aminobenzamide NC1=CC=C(C(=O)N)C=C1